NC1=CC=C(C=C1)N1CC2(C1)CCC(CC2)=O 2-(4-aminophenyl)-2-azaspiro[3.5]nonan-7-on